Cl.NCCOC1=CC=C(C(=O)NCCCN=[N+]=[N-])C=C1 4-(2-aminoethoxy)-N-(3-Azidopropyl)benzamide hydrochloride